O=C1N[C@H]2[C@@H](N1)CS[C@H]2CCCCC(=O)OCCN2C(/C(/C1=CC=CC=C21)=C\2/C(NC1=CC=CC=C21)=O)=O 2-((E)-2,2'-dioxo-[3,3'-biindolinylidene]-1-yl)ethyl 5-((3aS,4S,6aR)-2-oxohexahydro-1H-thieno[3,4-d]imidazol-4-yl)pentanoate